[Gd+3].C(CC[C@@H](C(=O)O)NC(=O)C1=CC=C(NCC2=CN=C3N=C(N)NC(=O)C3=N2)C=C1)(=O)[O-].C(CC[C@@H](C(=O)O)NC(=O)C1=CC=C(NCC2=CN=C3N=C(N)NC(=O)C3=N2)C=C1)(=O)[O-].C(CC[C@@H](C(=O)O)NC(=O)C1=CC=C(NCC2=CN=C3N=C(N)NC(=O)C3=N2)C=C1)(=O)[O-] folate gadolinium